1-(3,3-difluorocyclopentyl)-N-[[3-[4-[[(3S,4R)-1-ethyl-3-fluoro-4-piperidyl]amino]-1-(2,2,2-trifluoroethyl)indol-2-yl]-1,2,4-oxadiazol-5-yl]methyl]pyrrole-3-carboxamide FC1(CC(CC1)N1C=C(C=C1)C(=O)NCC1=NC(=NO1)C=1N(C2=CC=CC(=C2C1)N[C@H]1[C@H](CN(CC1)CC)F)CC(F)(F)F)F